FC1=C(C(=O)N([C@H]2CNCCC2)C2=NC=CC3=C2C=C(S3)C#CC(C)(C)O)C=CC(=C1)C=1N=NN(C1)C 2-fluoro-N-[2-(3-hydroxy-3-methyl-but-1-ynyl)thieno[3,2-c]pyridin-4-yl]-4-(1-methyltriazol-4-yl)-N-[(3R)-3-piperidyl]benzamide